C(C)N1C=NCCC1 ethyl-1,4,5,6-tetrahydropyrimidine